CN(C)C[C@H]1CN(CCO1)C1=C(C=NC=2NC3=C(C=C(C=C3C21)F)NC)C=2C=C1C(C(=CN(C1=NC2)C)C(=O)O)=O 6-[4-[(2S)-2-[(dimethylamino)methyl]morpholin-4-yl]-6-fluoro-8-(methylamino)-9H-pyrido[2,3-b]indol-3-yl]-1-methyl-4-oxo-1,8-naphthyridine-3-carboxylic acid